N-methyl-4-[5-(trifluoromethyl)-1,2,4-oxadiazol-3-yl]-thiobenzamide CNC(C1=CC=C(C=C1)C1=NOC(=N1)C(F)(F)F)=S